CNC(=O)C1=CC=C(S1)/C=C/C(=O)OC methyl (E)-3-[5-(methylcarbamoyl)thiophen-2-yl]acrylate